CC1=NC(=CC=C1N1CCN(CC1)CC=1C=C2NC(C=3N(C2=CC1)N=CC3F)=O)C(NC)=O 7-((4-(2-methyl-6-(methylcarbamoyl)pyridin-3-yl)piperazin-1-yl)methyl)-3-fluoropyrazolo[1,5-a]quinoxalin-4(5H)-one